N-(4-{3-[(3-fluoro-2-methoxyphenyl)amino]-4-oxo-5H,6H,7H-pyrazolo[1,5-a]pyrazin-2-yl}-1,7-naphthyridin-6-yl)prop-2-enamide FC=1C(=C(C=CC1)NC=1C(=NN2C1C(NCC2)=O)C2=CC=NC1=CN=C(C=C21)NC(C=C)=O)OC